2-(2-(2-azidoethoxy)ethoxy)ethan-1-ol N(=[N+]=[N-])CCOCCOCCO